N'-Acetyl-4-amino-N-[(6-fluoro-1,3-benzothiazol-2-yl)methyl]-N',1-dimethyl-pyrazolo[4,3-c]quinoline-8-carbohydrazide C(C)(=O)N(N(C(=O)C1=CC=2C3=C(C(=NC2C=C1)N)C=NN3C)CC=3SC1=C(N3)C=CC(=C1)F)C